fluoro-5-(3-isopropyl-5-(1-isopropylpiperidin-4-yl)-1H-indol-2-yl)-1-methyl-[3,3'-bipyridine]-2(1H)-one FC1=C(C(N(C=C1C=1NC2=CC=C(C=C2C1C(C)C)C1CCN(CC1)C(C)C)C)=O)C=1C=NC=CC1